C(C)(C)(C)OC(=O)N1CCC2(CN(C2)C(N(C2=CC(=C(C=C2)F)F)CC2=C(C=C(C=C2)C=2OC(=NN2)C(F)F)F)=S)CC1 2-((4-(5-(difluoromethyl)-1,3,4-oxadiazol-2-yl)-2-fluorobenzyl)(3,4-difluorophenyl)thiocarbamoyl)-2,7-diazaspiro[3.5]nonane-7-carboxylic acid tert-butyl ester